C(COCCO)O 2,2'-Dihydroxydiethyl ether